(1R,3S,5R)-2-acetyl-N-[(S)-phenyl[4-(propan-2-yl)phenyl]methyl]-2-azabicyclo[3.1.0]hexane-3-carboxamide C(C)(=O)N1[C@@H]2C[C@@H]2C[C@H]1C(=O)N[C@H](C1=CC=C(C=C1)C(C)C)C1=CC=CC=C1